2,2-bis(4-(2-(3,5-di-tert-butyl-4-hydroxyhydrocinnamoyloxy))ethoxyphenyl)propane calcium-magnesium chloride [Cl-].[Mg+2].[Ca+2].C(C)(C)(C)C=1C=C(CCC(=O)OCCOC2=CC=C(C=C2)C(C)(C)C2=CC=C(C=C2)OCCOC(CCC2=CC(=C(C(=C2)C(C)(C)C)O)C(C)(C)C)=O)C=C(C1O)C(C)(C)C.[Cl-].[Cl-].[Cl-]